1-(2,5-difluorophenyl)methansulfonamid FC1=C(C=C(C=C1)F)CS(=O)(=O)N